C(#N)CCN1C[C@H]([C@H](C1)CC)NC1=CC=2C(=NC=C(C2)C#N)N1S(=O)(=O)C1=CC=CC=C1 (((cis)-1-(2-cyanoethyl)-4-ethylpyrrolidin-3-yl)amino)-1-(phenylsulfonyl)-1H-pyrrolo[2,3-b]pyridine-5-carbonitrile